(2-METHOXY-5-([METHYL(PENTAN-3-YL)AMINO]METHYL)PHENYL)BORANEDIOL COC1=C(C=C(C=C1)CN(C(CC)CC)C)B(O)O